methylenebicyclohexane-4,4'-diamine C=C1C(CCC(C1)N)C1CCC(CC1)N